FC1=C(C=CC=C1)NCC=O 2-((2-fluorophenyl)amino)ethan-1-one